C1(=CC=CC=C1)C=1C=CC(=C(C1)[SiH](C)C)C(\C=C\CC)=O (E)-5-phenyl-2-pentenoylphenyldimethylsilane